FC1(CC1)CN1C(C2(C3=CC=C(C=C13)[C@@H]1[C@H](C1)C=1C=3N(N=C(C1)C=1C(NC(NC1)=O)=O)C=CN3)CC2)=O |r| racemic-5-(8-((1S,2S)-2-(1'-((1-fluorocyclopropyl)methyl)-2'-oxospiro[cyclopropane-1,3'-indolin]-6'-yl)cyclopropyl)imidazo[1,2-b]pyridazin-6-yl)pyrimidine-2,4(1H,3H)-dione